CO[C@@H](C(C(=O)OCC)NC(C[C@H]1N(C(CC1)=O)CC1=C(C(=CC(=C1)F)F)F)=O)C Ethyl (3R)-3-methoxy-2-(2-((S)-5-oxo-1-(2,3,5-trifluorobenzyl)pyrrolidin-2-yl)acetamido)butanoate